NC(C1=CC(=C2CN(C(C2=C1)=O)C1=CC(=CC=C1)C1(COC1)[C@H](C1=NN=CN1C)F)C(F)(F)F)C1CC1 6-(amino(cyclopropyl)methyl)-2-(3-(3-((R)-fluoro(4-methyl-4H-1,2,4-triazol-3-yl)methyl)oxetan-3-yl)phenyl)-4-(trifluoro-methyl)isoindolin-1-one